6-(2,6-difluoro-4-(7-(methoxy-d3)-2-methyl-2H-indazol-4-yl)benzyl)-6,7-dihydro-5H-pyrrolo[3,4-b]pyridin-5-one-7,7-d2 FC1=C(CN2C(C3=NC=CC=C3C2=O)([2H])[2H])C(=CC(=C1)C=1C2=CN(N=C2C(=CC1)OC([2H])([2H])[2H])C)F